C(C)(C)(C)OC(=O)N1[C@H]([C@]2(CN(CC(N2)=O)C)CCC1)CO[C@@H]1CC[C@@H](CC1)C1=CC=CC=C1 |o1:8,9| tert-butyl-rel-(6R,7R)-4-methyl-2-oxo-7-({[(CIS)-4-phenylcyclohexyl]oxy}methyl)-1,4,8-triazaspiro[5.5]undecane-8-carboxylate